(2,6-diethylphenyl)-3-(7-methoxy-1H-indol-4-yl)-4,5,6,7-tetrahydro-2H-pyrazolo[4,3-c]Pyridine hydrochloride Cl.C(C)C1=C(C(=CC=C1)CC)N1N=C2C(CNCC2)=C1C1=C2C=CNC2=C(C=C1)OC